C1CCC2=C(C=3CCCC3C=C12)NC(=O)NS(=O)(=O)C1=CC(=C(C=C1)C=C)OC N-((1,2,3,5,6,7-hexahydro-s-indacen-4-yl)carbamoyl)-3-methoxy-4-vinylbenzenesulfonamide